ClC=1C=CC=2N(C(N=C(C2N1)N1C[C@H](N(C[C@@H]1C)C(C)C1=CC=C(C=C1)C(F)(F)F)CNC(OC)=O)=O)C methyl (((2R,5S)-4-(6-chloro-1-methyl-2-oxo-1,2-dihydropyrido[3,2-d]pyrimidin-4-yl)-5-methyl-1-(1-(4-(trifluoromethyl)phenyl) ethyl)piperazin-2-yl)methyl)carbamate